C1(CC1)OC1=C(C=NC=C1)C(=O)NC1=CC(=C(C(=C1)F)OC1=CC=NC2=CC(=CC=C12)OC)F 4-cyclopropoxy-N-{3,5-difluoro-4-[(7-methoxyquinolin-4-yl)oxy]phenyl}pyridine-3-carboxamide